4-[(3S)-(Piperidine-4-carbonyl)isoxazolidin-3-yl]thiophenecarbonitrile trifluoroacetic acid salt FC(C(=O)O)(F)F.N1CCC(CC1)C(=O)N1OCC[C@H]1C=1C=C(SC1)C#N